C1=CC=CC=2C3=CC=CC=C3N(C12)C=1C=CC=2N(C3=CC=C(C=C3C2C1)N1C2=CC=CC=C2C=2C=CC=CC12)C1=CC=CC=C1 3,6-di[9-carbazolyl]-9-phenylcarbazole